ONC(=O)[C@H]1[C@@H]2CC[C@H](CN1S(=O)(=O)C=1C=NC(=CC1)OC1=CC=C(C=C1)C(C)(C)O)N2C(=O)OCCOC 2-methoxyethyl (1S,2R,5R)-2-(hydroxycarbamoyl)-3-((6-(4-(2-hydroxy-propan-2-yl)-phenoxy)pyridin-3-yl)sulfonyl)-3,8-diazabicyclo[3.2.1]-octane-8-carboxylate